(S)-2-(3-(2-fluorophenyl)-4-(4-isobutyryl-2-methylpiperazin-1-yl)-1H-pyrrolo[3,2-c]pyridin-1-yl)isonicotinic acid FC1=C(C=CC=C1)C1=CN(C2=C1C(=NC=C2)N2[C@H](CN(CC2)C(C(C)C)=O)C)C=2C=C(C(=O)O)C=CN2